ClC1=NC=C(C2=CC=C(C=C12)OC(C#N)C)C1=C(C=CC=C1)Cl 2-((1-chloro-4-(2-chlorophenyl)isoquinolin-7-yl)oxy)propanenitrile